[Si](C)(C)(C(C)(C)C)OC(CN1C(=NC(=C1C1=CC=CC=C1)CO)COCC)(C)C (1-{2-[(tert-butyldimethylsilyl)oxy]-2-methylpropyl}-2-(ethoxymethyl)-5-phenyl-1H-imidazol-4-yl)methanol